C(C1=CC=CC=C1)(=O)ONC(CCC(CC=1C=C(C(=O)O)C=CC1)C(=O)O)=O 3-(5-((Benzoyloxy)amino)-2-carboxy-5-oxopentyl)benzoic acid